C(C1=C(C=CC=C1)OCC1OC1)C1=C(C=CC=C1)OCC1OC1 2,2'-[methylenebis(phenyleneoxymethylene)]bisoxirane